BrC=1C(=C(C=CC1)S1(NCC(N1)=O)=O)F 1-(3-bromo-2-fluorophenyl)-2H-1,2,5-thiadiazol-4(3H)-one 1-oxide